O1C(=CC=C1)CCC(=O)O 3-(furan-2-yl)propionic acid